CC1=CC(=NN1)CC(=O)N (5-methyl-1H-pyrazol-3-yl)acetamide